(1R,2R,3S,4R,5S)-5-hydroxy-3-(pyridin-4-yl)-N-(3-(trifluoromethyl)phenyl)-7-Oxabicyclo[2.2.1]Heptane-2-carboxamide O[C@@H]1[C@H]2[C@@H]([C@H]([C@@H](C1)O2)C(=O)NC2=CC(=CC=C2)C(F)(F)F)C2=CC=NC=C2